ClC=1N=C(C2=C(N1)CS(C2)=O)Cl 2,4-dichloro-5,7-dihydrothieno[3,4-d]pyrimidine 6-oxide